2,5-dichloro-p-xylene CC1=CC(=C(C=C1Cl)C)Cl